C1(=C(C=CC=C1)NC([C@H]1N(CCC1)C(CSC1=NC2=C(N1C)C=CC=C2)=O)=O)C2=CC=CC=C2 N-biphenyl-2-yl-1-{[(1-methyl-1H-benzimidazol-2-yl)sulfanyl]acetyl}-L-prolin amide